4-(tert-butoxycarbonyl)-1,4-oxaazepane-7-carboxylic acid C(C)(C)(C)OC(=O)N1CCOC(CC1)C(=O)O